C1(=CC=CC=C1)N1C(=NC(=C1)CCCCCCN1CCCCC1)NC(C1=CC(=CC=C1)C=1C=NNC1)=O N-(1-phenyl-4-(6-(piperidin-1-yl)hexyl)-1H-imidazol-2-yl)-3-(1H-pyrazol-4-yl)benzamide